(4-(dimethylamino)piperidin-1-yl)(4-isopropyl-5-(8-methyl-[1,2,4]triazolo[1,5-a]pyridin-6-yl)-1H-pyrazol-3-yl)methanone CN(C1CCN(CC1)C(=O)C1=NNC(=C1C(C)C)C=1C=C(C=2N(C1)N=CN2)C)C